(1R,2S,5S)-3-[(2S,3R)-2-amino-3-tert-butoxy-butanoyl]-6,6-dimethyl-3-azabicyclo[3.1.0]hexane-2-carboxylic acid N[C@H](C(=O)N1[C@@H]([C@H]2C([C@H]2C1)(C)C)C(=O)O)[C@@H](C)OC(C)(C)C